Isopropyl (5-(4-oxo-3,4-dihydrophthalazin-1-yl)-1H-benzimidazol-2-yl)carbamate O=C1NN=C(C2=CC=CC=C12)C1=CC2=C(NC(=N2)NC(OC(C)C)=O)C=C1